CNCC(CN1CCN(CC1)C)O 1-(methylamino)-3-(4-methylpiperazin-1-yl)-2-propanol